tert-Butyl 4-[2-(2-{5-[(1E)-3-ethoxy-3-oxoprop-1-en-1-yl]-4-methyl-1H-benzotriazol-1-yl}ethoxy)ethyl]benzoate C(C)OC(/C=C/C1=C(C2=C(N(N=N2)CCOCCC2=CC=C(C(=O)OC(C)(C)C)C=C2)C=C1)C)=O